N-methyl-N'-[[5-(trifluoromethyl)-2-pyridyl]methyl]-2-oxabicyclo[2.1.1]hexane-1-carbohydrazide CN(NCC1=NC=C(C=C1)C(F)(F)F)C(=O)C12OCC(C1)C2